2,6-diazaspiro[3.4]octane-8-carbonitrile C1NCC12CNCC2C#N